OCCOC(C1=CC=C(C(=O)OCCO)C=C1)=O bis(hydroxyethyl)-terephthalate